ClC1=CC=C(C=C1)C(C=C)(O)C1=CC=C(C=C1)Cl 1,1-bis(4-chlorophenyl)-2-propen-1-ol